C(C1=CC=CC=C1)C1CCN(CC1)CCNC(=O)C=1NC2=CC(=CC=C2C1)OCCCC N-(2-(4-benzylpiperidin-1-yl)ethyl)-6-butoxy-1H-indol-2-carboxamide